Cl.ClCCOC1=CC=C(C=C1)C1CCNCC1 4-[4-(2-chloroethoxy)phenyl]piperidine, Hydrochloride